CC1=NC2=C(N1)C=C(C=C2)C2=CC=C(C=C2)C2=CC(=CC=C2)NC(=O)C2CCNCC2 2-Methyl-6-(3'-(Piperidin-4-Carboxamido)-[1,1'-Biphenyl]-4-yl)-1H-benzo[d]Imidazol